N-[4-(2-chloro-5-methoxypyridin-3-yl)-3-sulfamoylphenyl]-2-(2-chlorophenyl)acetamide ClC1=NC=C(C=C1C1=C(C=C(C=C1)NC(CC1=C(C=CC=C1)Cl)=O)S(N)(=O)=O)OC